N-[(4-cyano-3,5-difluorophenyl)methyl]-N-(1,1-dioxo-2,3-dihydro-1λ6-benzothiophen-7-yl)pyridine-3-carboxamide C(#N)C1=C(C=C(C=C1F)CN(C(=O)C=1C=NC=CC1)C1=CC=CC=2CCS(C21)(=O)=O)F